CNC(C1=CN=C(C=C1)C=1N=C(SC1)NC1=NC=CC=C1C)=O N-methyl-6-(2-(3-methylpyridin-2-ylamino)thiazol-4-yl)nicotinamide